2-(3-chloro-7-((2S,5R)-2,5-dimethyl-4-((R)-1-(quinoxalin-6-yl)ethyl)piperazine-1-yl)-4-methyl-5-oxo-4,5-dihydro-2H-pyrazolo[4,3-b]Pyridin-2-yl)acetonitrile ClC=1N(N=C2C1N(C(C=C2N2[C@H](CN([C@@H](C2)C)[C@H](C)C=2C=C1N=CC=NC1=CC2)C)=O)C)CC#N